6-(3-Aminobenzo[d]isoxazol-4-yl)-N-(3-(trifluoromethoxy)phenyl)-3,4-dihydroquinoline-1(2H)-carboxamide NC1=NOC2=C1C(=CC=C2)C=2C=C1CCCN(C1=CC2)C(=O)NC2=CC(=CC=C2)OC(F)(F)F